CN(C)C=NC=1NC(C=2N=CN([C@]3([C@H](OCCC(NC)=O)[C@H](O)[C@@H](CO)O3)CO)C2N1)=O N2-(N,N-dimethylaminomethylene)-2'-O-(2-(N-methylcarbamoyl)ethyl)guanosinemethanol